6-Chloro-3-((1-(3,6-dimethyl-2-(4-morpholinophenyl)-4-oxo-4H-chromen-8-yl)ethyl)amino)picolinic acid ClC1=CC=C(C(=N1)C(=O)O)NC(C)C=1C=C(C=C2C(C(=C(OC12)C1=CC=C(C=C1)N1CCOCC1)C)=O)C